C[Si](C)(C)C#CC1=CC=2C(C3=CC(=CC=C3C2C=C1)C#C[Si](C)(C)C)CO 2,7-bis(trimethylsilylethynyl)-9-fluorenylmethanol